FC1(CN(CCC1O)C(=O)OC(C)(C)C)F tert-Butyl 3,3-difluoro-4-hydroxypiperidine-1-carboxylate